2-({(3R,6R)-1-[(2-chloro-6-methoxypyridin-3-yl)carbonyl]-6-methylpiperidin-3-yl}oxy)pyridine-4-carbonitrile ClC1=NC(=CC=C1C(=O)N1C[C@@H](CC[C@H]1C)OC1=NC=CC(=C1)C#N)OC